C(\C=C\C(=O)O)(=O)N fumaric acid amide